NC1=NC=C(C2=C1C(=C(N2C)C2=CC=C(C=C2)NC(C=C)=O)C2=CC=C(C=C2)OC2=NC=C(C=C2)F)C#N N-(4-(4-amino-7-cyano-3-(4-((5-fluoropyridin-2-yl)oxy)phenyl)-1-methyl-1H-pyrrolo[3,2-c]pyridin-2-yl)phenyl)acrylamide